(1S,4s)-4-(trifluoromethyl)cyclohexane-1-carbonitrile FC(C1CCC(CC1)C#N)(F)F